ruthenium nitrate [N+](=O)([O-])[O-].[Ru+3].[N+](=O)([O-])[O-].[N+](=O)([O-])[O-]